FC1(CN(CCC1)C1=NC(=CC(=C1)C1=NN=C(S1)C1=C(C=C(C=C1)NS(=O)(=O)CCO)N1CCC2(CC2)CC1)C)F N-(4-(5-(2-(3,3-difluoropiperidin-1-yl)-6-methylpyridin-4-yl)-1,3,4-thiadiazol-2-yl)-3-(6-azaspiro[2.5]oct-6-yl)phenyl)-2-hydroxyethane-1-sulfonamide